O=S1(N=C(C2=C1C=CC=C2)N2N=C(CCC2C)C2=CC(=C(C=C2)B(O)O)OC)=O [4-[2-(1,1-dioxo-1,2-benzothiazol-3-yl)-3-methyl-4,5-dihydro-3H-pyridazin-6-yl]-2-methoxy-phenyl]boronic acid